1,5-dimethyl-9,10-bis(n-pentyloxycarbonyloxy)anthracene CC1=CC=CC2=C(C3=C(C=CC=C3C(=C12)OC(=O)OCCCCC)C)OC(=O)OCCCCC